COC1=CC=C(C=N1)[C@@H](C)CC(C)C ((S)-1-(6-methoxypyridin-3-yl)ethyl)-2-methylpropane